COC=1C(=C(OC2=CC=C(C=C2)C=2N=C(N3C2C=NC=C3)[C@H]3N(CCC3)C(C#CC)=O)C=CC1)C (S)-1-(2-(1-(4-(3-methoxy-2-methylphenoxy)phenyl)imidazo[1,5-a]pyrazin-3-yl)pyrrolidin-1-yl)but-2-yn-1-one